2-fluoroethoxypentafluoroethylcyclotriphosphazene FCCOP1(=NP=NP=N1)C(C(F)(F)F)(F)F